C(C)(C)(C)OC(NCCC1=CC=C(C=C1)OCCN1CCN(CC1)C)=O 4-(2-(4-methylpiperazin-1-yl)ethoxy)phenethylcarbamic acid tert-butyl ester